FC=1C=C2C=CN(C2=CC1F)CCO 2-(5,6-Difluoroindol-1-yl)ethanol